1,1-dioxo-4-bromo-7-methyl-2,3-dihydrobenzo[b]thiophene O=S1(C2=C(CC1)C(=CC=C2C)Br)=O